N(=[N+]=[N-])C1=CC=C(C=C2C(C(CC(C2)C(=O)O)=CC2=CC=C(C=C2)N=[N+]=[N-])=O)C=C1 2,6-bis(p-azidobenzylidene)-4-carboxycyclohexanone